(S)-(5-(tert-butyl)-1,3,4-oxadiazol-2-yl)(4-(7-(trifluoromethyl)pyrazolo[1,5-a]pyridin-2-yl)-6,7-dihydro-1H-imidazo[4,5-c]pyridin-5(4H)-yl)methanone C(C)(C)(C)C1=NN=C(O1)C(=O)N1[C@@H](C2=C(CC1)NC=N2)C2=NN1C(C=CC=C1C(F)(F)F)=C2